3-fluoro-3-[4-(4-piperidinyl)phenyl]piperidine-2,6-dione FC1(C(NC(CC1)=O)=O)C1=CC=C(C=C1)C1CCNCC1